CN(C[C@H](C1=CC=CC=C1)NC(=O)C=1NC2=C(C=C3C(=NNC3=C2)C2=CC=NC=C2)N1)C (S)-N-(2-(dimethylamino)-1-phenylethyl)-3-(pyridin-4-yl)-1,7-dihydroimidazo[4,5-f]indazole-6-carboxamide